C(C)(=O)N1C[C@H]([C@H](CC1)NC(=O)C=1C(=CC(=C(OC2CCC(CC2)(C(=O)O)C)C1)F)OC)C(NC1=CC(=CC=C1)S(=O)(=O)C(F)(F)F)=O |o1:5,6| (1R,4s)-4-(5-(((3R*,4S*)-1-Acetyl-3-((3-((trifluoromethyl)sulfonyl)phenyl)carbamoyl)piperidin-4-yl)carbamoyl)-2-fluoro-4-methoxyphenoxy)-1-methylcyclohexane-1-carboxylic acid